N1N=NC2=C1C(=CC=C2)CNC(=O)C=2OC=C(N2)C2=NC(=NC=C2C)NC2=CC=NN2C N-((1H-benzo[d][1,2,3]triazol-7-yl)methyl)-4-(5-methyl-2-((1-methyl-1H-pyrazol-5-yl)amino)pyrimidin-4-yl)oxazole-2-carboxamide